6,7-dimethyl-1,3-dihydro-2H-pyrrolo[3,4-c]pyridine-2-carboxylate CC1=C(C2=C(C=N1)CN(C2)C(=O)[O-])C